C(C)NC(C1=C(C(=CC=C1)F)SC1=CC=C2C(=NN(C2=C1)C1OCCCC1)\C=C\C1=NC(=CC=C1)CCN1CCCC1)=O N-ethyl-3-fluoro-2-[3-[(trans)-2-[6-(2-pyrrolidin-1-ylethyl)-2-pyridyl]vinyl]-1-tetrahydropyran-2-yl-indazol-6-yl]sulfanylbenzamide